FC=1C(N(C=C(C1)CCN1C[C@@H](CC1)F)C(C(=O)NCCC(=O)[O-])CC(C)C)=O 3-(2-(3-fluoro-5-(2-((R)-3-fluoropyrrolidin-1-yl)ethyl)-2-oxopyridin-1(2H)-yl)-4-methylpentanamido)propanoate